C(CCCCC)C(CNC([C@@H](NC([C@@H](NC(C)=O)C)=O)C)=O)CCCCCCCC N-acetyl-L-alanyl-L-alanine (2-hexyldecyl)amide